indium fluorine [F].[In]